NC1=NC=2C=NC(=CC2C2=C1COC2)C(=O)N([C@@H]2CCC1=CC(=CC=C21)OC(F)(F)F)C 4-amino-N-methyl-N-((1R)-5-(trifluoro-methoxy)-2,3-dihydro-1H-inden-1-yl)-1,3-dihydrofuro-[3,4-c][1,7]naphthyridine-8-carboxamide